N1CCC=2C(=CC=CC12)C(=O)N indoline-4-carboxamide